(2S)-2-{[(benzyloxy)carbonyl]amino}-3-(isoquinolin-6-yl)propanoic acid C(C1=CC=CC=C1)OC(=O)N[C@H](C(=O)O)CC=1C=C2C=CN=CC2=CC1